N-ethyl-perfluorooctyl-sulfonamide ethyl-acrylate C(C)OC(C=C)=O.C(C)NS(=O)(=O)C(C(C(C(C(C(C(C(F)(F)F)(F)F)(F)F)(F)F)(F)F)(F)F)(F)F)(F)F